CC(C)(C)[S@](=O)N[C@H](CC(C)C)[C@H]1OC(C=C1)=O (S)-2-methyl-N-[(1R)-3-methyl-1-[(2S)-5-oxo-2H-furan-2-yl]butyl]propane-2-sulfinamide